tert-butyl (piperidin-2-ylmethyl)carbamate N1C(CCCC1)CNC(OC(C)(C)C)=O